2-((3S,5R)-3-Amino-4,4-difluoro-5-methylpiperidin-1-yl)-5-chloro-6-((3-(3-hydroxy-3-methylbutyl)-1-(oxetan-3-ylmethyl)-2-oxo-2,3-dihydro-1H-benzo[d]imidazol-5-yl)amino)nicotinonitrile N[C@H]1CN(C[C@H](C1(F)F)C)C1=C(C#N)C=C(C(=N1)NC1=CC2=C(N(C(N2CCC(C)(C)O)=O)CC2COC2)C=C1)Cl